tert-butyl N-[(3S,5R)-1-[5-chloro-4-[[7-(2-chloroethoxy)-1-methyl-2-oxo-3H-benzimidazol-5-yl]amino]pyrimidin-2-yl]-5-methyl-3-piperidyl]carbamate ClC=1C(=NC(=NC1)N1C[C@H](C[C@H](C1)C)NC(OC(C)(C)C)=O)NC1=CC2=C(N(C(N2)=O)C)C(=C1)OCCCl